N1=CN=C(C2=C1NC=C2)C2=CN(C=C2)C2(CN(C2)S(=O)(=O)CC2CC2)CC#N 2-(3-(3-(7H-pyrrolo[2,3-d]pyrimidine-4-yl)-1H-pyrrole-1-yl)-1-((cyclopropylmethyl)sulfonyl)azetidin-3-yl)acetonitrile